C(N)(=O)[C@H]1N2C(N([C@H](CC1)C2)OS(=O)(=O)O)=O.OCC[NH+](CC(CCCCCCCCCC)O)CCO N,N-di(2-hydroxyethyl)-N-(2-hydroxydodecyl)ammonium [2S,5R]-2-carbamoyl-7-oxo-1,6-diazabicyclo[3.2.1]octan-6-yl-hydrogensulfate